tert-butyl (2R,5R)-5-((2-(2-(2-hydroxyethoxy)ethoxy)ethoxy)methyl)-2-methylpiperazine-1-carboxylate OCCOCCOCCOC[C@@H]1NC[C@H](N(C1)C(=O)OC(C)(C)C)C